5'-fluorospiro[cyclopentane-1,3'-indolin]-2'-one FC=1C=C2C3(C(NC2=CC1)=O)CCCC3